C(C(C)(C)C)OC(C(CC(=O)OCC(C)(C)C)CC(C)C)=O isobutylsuccinic acid dineopentyl ester